C(C)OCCOC(C1=CC=CC=C1)=O benzoic acid ethoxyethyl ester